rel-3-chloro-4-((3,5-difluoropyridin-2-yl)methoxy)-2'-(3-(2-hydroxypropan-2-yl)-5-methyl-1H-pyrazol-1-yl)-5',6-dimethyl-2H-[1,4'-bipyridin]-2-one ClC=1C(N(C(=CC1OCC1=NC=C(C=C1F)F)C)C1=CC(=NC=C1C)N1N=C(C=C1C)C(C)(C)O)=O